7-(5-chloro-2-fluorophenyl)-1H,2H,3H-pyrido[3,4-b][1,4]oxazine-5-carboxylic acid ClC=1C=CC(=C(C1)C1=CC2=C(OCCN2)C(=N1)C(=O)O)F